ClC1=C(C(=CC=C1)Cl)COC=1C=NC(=NC1)N1C2COC(C1)C2 5-{5-[(2,6-dichlorophenyl)methoxy]pyrimidin-2-yl}-2-oxa-5-azabicyclo[2.2.1]heptane